6-Methoxy-4-(4,4,5,5-tetramethyl-1,3,2-dioxaborolan-2-yl)indoline COC1=CC(=C2CCNC2=C1)B1OC(C(O1)(C)C)(C)C